6-((2-((3R,4R)-3-Amino-4-fluoropiperidin-1-yl)-6-(trifluoromethoxy)-1H-benzo[d]imidazol-1-yl)methyl)nicotinonitril N[C@@H]1CN(CC[C@H]1F)C1=NC2=C(N1CC1=NC=C(C#N)C=C1)C=C(C=C2)OC(F)(F)F